4-(3-(bromomethyl-d2)phenyl)-1-(methyl-d3)-1H-pyrazole BrC(C=1C=C(C=CC1)C=1C=NN(C1)C([2H])([2H])[2H])([2H])[2H]